(S)-4-(4-(4-chloro-2,3-difluorophenyl)-6,7-dimethylpteridin-2-yl)-2-(2-methylpyridin-4-yl)morpholine ClC1=C(C(=C(C=C1)C1=NC(=NC2=NC(=C(N=C12)C)C)N1C[C@@H](OCC1)C1=CC(=NC=C1)C)F)F